FC(C1=CC=C(C=C1)C#CC=CC=O)(F)F 3-((4-(trifluoromethyl)phenyl)ethynyl)prop-2-en-1-one